C1(CC(C(CC1)C(C)C)OC(CC)O)C 1-menthoxypropan-1-ol